2-cycloheptyl-6,7-dihydro-5H-cyclopenta[b]pyridine-3-carboxylic acid C1(CCCCCC1)C1=C(C=C2C(=N1)CCC2)C(=O)O